C(#N)[C@](C)(CCC(=O)OC)C1=CC=C(C(=O)OC)C=C1 |r| rac-Methyl 4-(2-cyano-5-methoxy-5-oxopentan-2-yl)benzoate